Cl.Cl.FC(C=1C(=C(C=CC1)[C@@H](C)NC1=CC(=NC2=CC=C(C=C12)N1CCNCC1)C)F)F (R)-N-(1-(3-(difluoromethyl)-2-fluorophenyl)ethyl)-2-methyl-6-(piperazin-1-yl)quinolin-4-amine dihydrochloride